C(C)OC(=O)N1CC2(CC(C2)N2CCC(CC2)N2[C@H](CC(C2)(F)F)CO)CC1 cis-2-[4-[(2R)-4,4-difluoro-2-(hydroxymethyl)-1-pyrrolidinyl]piperidin-1-yl]-6-azaspiro[3.4]octane-6-carboxylic acid ethyl ester